COC(CN1CCN(CC1)C1=CC(=C(C=C1)C1=NC=CC(=C1)C1=CC=2C(NCCC2N1)=O)F)OC 2-(2-(4-(4-(2,2-Dimethoxyethyl)piperazin-1-yl)-2-fluorophenyl)pyridin-4-yl)-1,5,6,7-tetrahydro-4H-pyrrolo[3,2-c]pyridin-4-one